1H-1,2,4-triazol-5-nitrile N1N=CN=C1C#N